S1C(=CC2=C1C=CC=C2)N[C@@H](C)C(=O)O 2-benzothienylalanine